2-bromo-N-ethylacetamide BrCC(=O)NCC